OC(=O)C(F)(F)F.C(C)(C)(C)OC(N)=O carbamic acid tert-butyl ester TFA salt